2-butoxypyrimidine-4,6-diol C(CCC)OC1=NC(=CC(=N1)O)O